(4R)-tert-butyl 4-((8R,9aS)-8-((tert-butoxycarbonyl)amino)-1-oxo-5-phenethylhexahydro-1H-pyrrolo[1,2-a][1,4]diazepin-2(3H)-yl)-5-oxo-5-((4-(trifluoromethyl)benzyl)amino)pentanoate C(C)(C)(C)OC(=O)N[C@@H]1C[C@@H]2N(C(CCN(C2=O)[C@H](CCC(=O)OC(C)(C)C)C(NCC2=CC=C(C=C2)C(F)(F)F)=O)CCC2=CC=CC=C2)C1